1-(2,2-difluoroethyl)-6-(rac-(3aS,7aR)-3a,7a-dimethyl-2-(5-(trifluoromethyl)pyridin-2-yl)octahydro-5H-pyrrolo[3,4-c]pyridin-5-yl)-1H-pyrazolo[3,4-b]pyrazine FC(CN1N=CC=2C1=NC(=CN2)N2C[C@@]1([C@@](CC2)(CN(C1)C1=NC=C(C=C1)C(F)(F)F)C)C)F |r|